C(=C)C1=CC=CC=C1 VinylBenzene